C[Si](CCOCC1=C(C(=CC=C1)C1=CC=CC=C1)S(=O)(=O)N)(C)C ((2-(trimethylsilyl)ethoxy)methyl)-[1,1'-biphenyl]-2-sulfonamide